[Na+].SCCS(=O)(=O)[O-] 2-mercaptoethanesulfonate sodium